(S)-4-ethoxy-6-(1-(7-(2-(ethyl(methyl)amino)ethyl)-5-(2-methylpyridin-3-yl)-1-oxo-3,4-dihydroisoquinolin-2(1H)-yl)ethyl)nicotinonitrile C(C)OC1=CC(=NC=C1C#N)[C@H](C)N1C(C2=CC(=CC(=C2CC1)C=1C(=NC=CC1)C)CCN(C)CC)=O